NC1CCC(CC1)CN(C1=CC(=C(C=C1)N)C)C(C)(C)C N4-(((1r,4r)-4-aminocyclohexyl)methyl)-N'-(tert-butyl)-2-methylbenzene-1,4-diamine